C(C)(C)(C)OC(=O)N[C@H](C(=O)N[C@H](C(=O)NC1=CC(=C(C(=O)OC)C=C1)Cl)C)C(C)C Methyl 4-((S)-2-((S)-2-((tert-butoxycarbonyl)amino)-3-methylbutanamido) propanamido)-2-chlorobenzoate